rac-(1R,2S,3S)-2-((benzyloxy)carbonyl)-3-(4-bromophenyl)-5-oxocyclohexane-1-carboxylic acid C(C1=CC=CC=C1)OC(=O)[C@@H]1[C@@H](CC(C[C@@H]1C1=CC=C(C=C1)Br)=O)C(=O)O |r|